cyclohexyl (2-(methylsulfonamido)ethyl)carbamate CS(=O)(=O)NCCNC(OC1CCCCC1)=O